tert-butyl 3-[4-[3-[(tert-butoxycarbonylamino)methyl]pyrrolidin-1-yl]-2-[2-fluoro-4-(trifluoromethyl) phenyl]pyrimidin-5-yl]pyrrolidine-1-carboxylate C(C)(C)(C)OC(=O)NCC1CN(CC1)C1=NC(=NC=C1C1CN(CC1)C(=O)OC(C)(C)C)C1=C(C=C(C=C1)C(F)(F)F)F